OC=1C=C(C=CC1O)\C=C/C(=O)[O-] (2Z)-3-(3,4-dihydroxyphenyl)prop-2-enoate